(4-(4-(octadecylcarbamoyl)benzoyl)piperazin-1-yl)-4-oxoButyric acid {(2S,6R)-6-(5-methyl-2,4-dioxo-3,4-dihydropyrimidin-1(2H)-yl) morpholin-2-yl}Methyl ester CC=1C(NC(N(C1)[C@@H]1O[C@@H](CNC1)COC(C(CC=O)N1CCN(CC1)C(C1=CC=C(C=C1)C(NCCCCCCCCCCCCCCCCCC)=O)=O)=O)=O)=O